OC(C(C(=O)OC)=C)C1=NC=CC=C1C(F)(F)F Methyl 2-{hydroxy[3-(trifluoromethyl)pyridin-2-yl]methyl}prop-2-enoate